((2R,3S,4R,5S)-5-(4-aminopyrrolo[2,1-f][1,2,4]triazin-7-yl)-2-cyano-3,4-dihydroxytetrahydrofuran-2-yl)methyl methyl carbonate hydrogen chloride Cl.C(OC[C@]1(O[C@H]([C@@H]([C@@H]1O)O)C1=CC=C2C(=NC=NN21)N)C#N)(OC)=O